N1=C(C=CC=C1)CNC(=O)C=1N=NN(C1)C1CN(CC1)C1=CC=C(N=N1)NC(OCC1=CC=CC=C1)=O Benzyl (6-(3-(4-((pyridin-2-ylmethyl)carbamoyl)-1H-1,2,3-triazol-1-yl)pyrrolidin-1-yl)pyridazin-3-yl)carbamate